C1(CC1)C(C(CC#N)=O)(F)F 4-cyclopropyl-4,4-difluoro-3-oxo-butanenitrile